ClC=1C=C(C=CC1OCC)C=1C=C2CC([C@H](C2=CC1)NC(O[C@@H]1CN2CCC1CC2)=O)(C)C (S)-quinuclidin-3-yl ((R)-5-(3-chloro-4-ethoxyphenyl)-2,2-dimethyl-2,3-dihydro-1H-inden-1-yl)carbamate